6-(4-Fluoro-1-(naphthalen-2-ylmethyl)-1H-indole-7-carboxamido)spiro[3.3]heptane-2-carboxylic acid FC1=C2C=CN(C2=C(C=C1)C(=O)NC1CC2(CC(C2)C(=O)O)C1)CC1=CC2=CC=CC=C2C=C1